Hexamethylmelamine CN(C1=NC(=NC(=N1)N(C)C)N(C)C)C